2-(4-nitro-phenoxy)-propionic acid methyl ester COC(C(C)OC1=CC=C(C=C1)[N+](=O)[O-])=O